Z-1-chloro-2-fluoro-ethene Cl\C=C/F